C1(CC1)CS(=O)C=1C=C2C(=NC1)N(C=C2)C2=CC=C(C=C2)C2=NN=CN2 5-(cyclopropylmethylsulfinyl)-1-[4-(4H-1,2,4-triazol-3-yl)phenyl]pyrrolo[2,3-B]pyridine